FC([C@@H]1N(C[C@H](N(C1)C(C)C=1C=C2N=CC=NC2=CC1)C)C=1C=2C(N(C(C1)=O)C)=CN(N2)CC#N)F 2-(7-((2R,5R)-2-(difluoromethyl)-5-methyl-4-(1-(quinoxalin-6-yl)ethyl)piperazine-1-yl)-4-methyl-5-oxo-4,5-dihydro-2H-pyrazolo[4,3-b]Pyridin-2-yl)acetonitrile